C(#N)C1=CC2=C(N(C(=N2)C(NC2=CC(=NN2CC)C)=O)CCC2=CC=C(C=C2)P(O)(O)=O)C=C1 (4-(2-(5-cyano-2-((1-ethyl-3-methyl-1H-pyrazol-5-yl)carbamoyl)-1H-benzo[d]imidazole-1-yl)ethyl)phenyl)phosphonic acid